tert-butyl 4-((1-(4-cyanophenyl)-5-(difluoromethyl) hexahydrocyclopenta[c]pyrrol-2(1H)-yl) methyl)-5-methoxy-7-methyl-1H-indole-1-carboxylate C(#N)C1=CC=C(C=C1)C1N(CC2C1CC(C2)C(F)F)CC2=C1C=CN(C1=C(C=C2OC)C)C(=O)OC(C)(C)C